N-(2-(4-fluorophenyl)-2-(piperidin-4-yl)propyl)-2,5-bis(trifluoromethyl)pyrazolo[1,5-a]pyrimidin-7-amine FC1=CC=C(C=C1)C(CNC1=CC(=NC=2N1N=C(C2)C(F)(F)F)C(F)(F)F)(C)C2CCNCC2